CC1(CN(C1)CC(=O)NC=1C=C(C(=NC1)C)C=1N2C(SC1C1=NC(=CC=C1)OC)=C(C=N2)C(=O)N)C (5-(2-(3,3-dimethylazetidin-1-yl)acetamido)-2-methylpyridin-3-yl)-2-(6-methoxypyridin-2-yl)pyrazolo[5,1-b]thiazole-7-carboxamide